C(CCC)[Sn](C1=CC=C(CCN2C(C=CC2=O)=O)C=C1)(CCCC)CCCC N-[4-(tri-n-butylstannyl)phenethyl]-maleimide